(S)-1-(diphenylcarbamoyl)-4-(((5-methylthiophen-3-yl)methyl)(phenyl)carbamoyl)piperazine-2-carboxylic acid C1(=CC=CC=C1)N(C(=O)N1[C@@H](CN(CC1)C(N(C1=CC=CC=C1)CC1=CSC(=C1)C)=O)C(=O)O)C1=CC=CC=C1